tert-butyl 3-(2-{[(2S,7aR)-2-fluoro-6-methylidene-tetrahydro-1H-pyrrolizin-7a-yl]methoxy}-7-chloro-8-fluoropyrido[4,3-d]pyrimidin-4-yl)-3,8-diazabicyclo[3.2.1]-octane-8-carboxylate F[C@H]1C[C@]2(CC(CN2C1)=C)COC=1N=C(C2=C(N1)C(=C(N=C2)Cl)F)N2CC1CCC(C2)N1C(=O)OC(C)(C)C